methyl 11-ethyl-9-oxo-1-azatricyclo[6.3.1.04,12]dodeca-2,4(12),5,7-tetraene-2-carboxylate C(C)C1CC(C2=CC=CC=3C=C(N1C32)C(=O)OC)=O